ClC1=NSC(=C1Cl)C(=O)NC1=C(C=CC=C1)C#N 3,4-dichloro-N-(2-cyanophenyl)-1,2-thiazole-5-carboxamide